BrC=1C=CC2=C(C(=NCCN2)C2=NC=CC=C2F)C1Cl 7-bromo-6-chloro-5-(3-fluoro-2-pyridinyl)-1,3-dihydro-1,4-benzodiazepine